C(C)(C)(C)CC1=CC=C(C=C1)C(C)=O 1-(4-(Tert-butylmethyl)phenyl)ethan-1-one